2-(6-amino-5-(2-fluoropyridin-4-yl)pyridazin-3-yl)phenol NC1=C(C=C(N=N1)C1=C(C=CC=C1)O)C1=CC(=NC=C1)F